OCC1=CN([C@H]2C[C@H](O)[C@@H](CO)O2)C=2N=CN=C(C12)N 7-hydroxylmethyl-7-deaza-deoxyadenosine